triisopropylsilyl-1H-pyrrolo[2,3-b]pyridine C(C)(C)[Si](C(C)C)(C(C)C)N1C=CC=2C1=NC=CC2